C(CCCCCCCCC)(=O)OCCCCCCCCCCCCCCCCCCCCCCCCCCCC octacosyl n-decanoate